N-(4-(3-(hydroxyamino)-3-oxoprop-1-en-1-yl)benzyl)quinoline-2-carboxamide ONC(C=CC1=CC=C(CNC(=O)C2=NC3=CC=CC=C3C=C2)C=C1)=O